disulfonium, trimethylsulfonium salt C[S+](C)C.[SH3+].[SH3+]